C(C)(=O)[O-].C(CCCCCC)[N+]1=CC=C(C=C1)CCCC 1-Heptyl-4-butylpyridinium acetat